CS(=O)(=O)OC[C@H]1C=2N(C3=C(C(=N1)C1=CC=C(C=C1)Cl)C=C(C=C3)C=3C=NN(C3)CC(=O)N(C)C)C(=NN2)C [(4R)-6-(4-chlorophenyl)-8-[1-[2-(dimethylamino)-2-oxoethyl]pyrazol-4-yl]-1-methyl-4H-[1,2,4]triazolo[4,3-a][1,4]benzodiazepin-4-yl]methyl methanesulfonate